triphenyl-(pyridin-4-yl)phosphonium trifluoromethanesulfonate FC(S(=O)(=O)[O-])(F)F.C1(=CC=CC=C1)[P+](C1=CC=NC=C1)(C1=CC=CC=C1)C1=CC=CC=C1